N-{3-[(tert-butyldimethylsilyl)oxy]-2-hydroxypropyl}-4-chlorobenzamide [Si](C)(C)(C(C)(C)C)OCC(CNC(C1=CC=C(C=C1)Cl)=O)O